FC=1C=C(C=C(C1)F)[C@@H]1N(OCC1)C1=CC(=NC=N1)NC=1C(=CC(=C(C1)NC(C=C)=O)N1CCC(CC1)N1C[C@H](CC1)N(C)C)OC N-(5-((6-((R)-3-(3,5-difluorophenyl)isoxazolidine-2-yl)pyrimidine-4-yl)amino)-2-(4-((S)-3-(dimethylamino)pyrrolidine-1-yl)piperidine-1-yl)-4-methoxyphenyl)acrylamide